3-(4-fluoro-5-(methyl((1R,2S)-2-(methylamino)cyclohexyl)amino)-1-oxoisoindolin-2-yl)piperidine-2,6-dione FC1=C2CN(C(C2=CC=C1N([C@H]1[C@H](CCCC1)NC)C)=O)C1C(NC(CC1)=O)=O